3-methyl-1H-imidazo[4,5-c]cinnolin-2(3H)-one CN1C(NC2=C1N=NC=1C=CC=CC21)=O